(R)-3-(tosyloxy)pyrrolidin-1-carboxylic acid tert-butyl ester C(C)(C)(C)OC(=O)N1C[C@@H](CC1)OS(=O)(=O)C1=CC=C(C)C=C1